ClC1=CC(=C(C=C1)NC(OC(C)C)=O)C(N[C@@H](C[C@H]1C(N[C@@H](C1)C)=O)C(C(=O)NC1CC1)=O)=O isopropyl (4-chloro-2-(((S)-4-(cyclopropylamino)-1-((3S,5R)-5-methyl-2-oxopyrrolidin-3-yl)-3,4-dioxobutan-2-yl)carbamoyl)phenyl)carbamate